methyl (R)-7-bromo-2-(difluoromethyl)-1-(1-hydroxy-prop-2-yl)-1H-benzo[d]imidazole-5-carboxylate BrC1=CC(=CC2=C1N(C(=N2)C(F)F)[C@@H](CO)C)C(=O)OC